C1(C=CCCC1)=C(C#N)C#N 2-(cyclohex-2-en-1-ylidene)malononitrile